COC=1C=C(C=C(C1OC)OC)N1C([C@@H]([C@@H]1C1=CC=C(C=C1)[Se]C)CO)=O (3S,4R)-1-(3,4,5-trimethoxyphenyl)-4-(4-methylselenophenyl)-3-hydroxymethylazetidin-2-one